2,4-di(2-methoxyphenyl)-3-(naphthalen-1-yloxycarbonyl)cyclobutane-1-carboxylic acid COC1=C(C=CC=C1)C1C(C(C1C(=O)OC1=CC=CC2=CC=CC=C12)C1=C(C=CC=C1)OC)C(=O)O